C(C)(C)(C)OC(=O)NCCCCCC1=NC(=CC(=C1)N(C(OC(C)(C)C)=O)C1=CC(=NN1C(C)(C)C)[C@@H]1C[C@@H](CC1)OC(=O)OC1=CC=C(C=C1)[N+](=O)[O-])C(F)F tert-butyl (2-(5-((tert-butoxycarbonyl)amino)pentyl)-6-(difluoromethyl)pyridin-4-yl)(1-(tert-butyl)-3-((1S,3R)-3-(((4-nitrophenoxy)carbonyl)oxy)cyclopentyl)-1H-pyrazol-5-yl)carbamate